FC(C(C(F)(F)F)OC(=O)N1CCN(CC1)CC1=C(C=C(C=C1)C(F)(F)F)NCCCC(=O)OC(C)(C)C)(F)F 4-(2-((4-(tert-butoxy)-4-oxobutyl)amino)-4-(trifluoromethyl)benzyl)piperazine-1-carboxylic acid 1,1,1,3,3,3-hexafluoropropan-2-yl ester